5-[5-[chloro(difluoro)methyl]-1,2,4-oxadiazol-3-yl]-N-[1-(2-chlorophenyl)ethyl]pyrimidin-2-amine ClC(C1=NC(=NO1)C=1C=NC(=NC1)NC(C)C1=C(C=CC=C1)Cl)(F)F